3-amino-8-(4-chlorophenoxy)chroman-4-one hydrochloride Cl.NC1COC2=C(C=CC=C2C1=O)OC1=CC=C(C=C1)Cl